((2R,3S,5R)-3-(1-adamantylmethoxycarbonyloxy)-5-(6-amino-2-fluoro-9H-purin-9-yl)-2-ethynyltetrahydrofuran-2-yl)methyl 1-adamantyl-methyl carbonate C(OC[C@]1(O[C@H](C[C@@H]1OC(=O)OCC12CC3CC(CC(C1)C3)C2)N2C3=NC(=NC(=C3N=C2)N)F)C#C)(OCC23CC1CC(CC(C2)C1)C3)=O